(2-amino-3-methylquinolin-6-yl)(2-(benzo[d]thiazol-5-yl)-5-methylpyrrolidin-1-yl)methanone NC1=NC2=CC=C(C=C2C=C1C)C(=O)N1C(CCC1C)C=1C=CC2=C(N=CS2)C1